C(C)CC(=O)[O-].C(C)[Zr+3].C(C)CC(=O)[O-].C(C)CC(=O)[O-] mono-ethyl-zirconium (ethylacetate)